3-(4-Methylthiazol-5-yl)-2-(pyridin-3-yl)-6-(3-(pyridin-4-yl)propoxy)-1H-inden-1-one CC=1N=CSC1C1=C(C(C2=CC(=CC=C12)OCCCC1=CC=NC=C1)=O)C=1C=NC=CC1